N(=C=S)CCCCC#C 6-isothiocyanatohex-1-yne